NC(C(CCC(=O)OC)N1C(C2=CC=CC(=C2C1)OCC1=NC=C(C=C1)CN1CCOCC1)=O)=O methyl 5-amino-4-(4-((5-(morpholinomethyl)pyridin-2-yl)methoxy)-1-oxoisoindolin-2-yl)-5-oxopentanoate